5-(6-methoxypyridin-2-yl)-7-methylpyrazolo[1,5-a]Pyrimidine-3-carboxylic acid ethyl ester C(C)OC(=O)C=1C=NN2C1N=C(C=C2C)C2=NC(=CC=C2)OC